5-((4-((1R,5S)-3,8-diazabicyclo[3.2.1]octan-3-yl)-8-fluoro-2-(((2R,7aS)-2-fluorotetrahydro-1H-pyrrolizin-7a(5H)-yl)methoxy)pyrido[4,3-d]pyrimidin-7-yl)ethynyl)-6-fluoronaphthalen-2-ol [C@H]12CN(C[C@H](CC1)N2)C=2C1=C(N=C(N2)OC[C@]23CCCN3C[C@@H](C2)F)C(=C(N=C1)C#CC1=C2C=CC(=CC2=CC=C1F)O)F